N-(2-methoxyethoxy)azetidin-3-imine trifluoroacetate FC(C(=O)O)(F)F.COCCON=C1CNC1